C1(CC1)C(C)NC(=O)C=1C(=NC=C(C1)OC[C@H](C)NS(=O)(=O)C(F)(F)F)C N-(1-cyclopropylethyl)-2-methyl-5-[(2S)-2-(trifluoromethylsulfonylamino)propoxy]pyridine-3-carboxamide